N-[tris(hydroxymethyl)methyl]Acrylamide OCC(NC(C=C)=O)(CO)CO